Cl.N[C@@H]1CN(CCC1(F)F)C1=NC2=C(N1CC1=NC=C(C#N)C=C1)C=C(C(=C2)F)F (R)-6-((2-(3-amino-4,4-difluoropiperidin-1-yl)-5,6-difluoro-1H-benzo[d]imidazol-1-yl)methyl)nicotinonitrile hydrochloride